CN1CCC(CC1)C1=CC=C(C=C1)C1=CC=C2CN(C(C2=C1)=O)CC(=O)O 2-[6-[4-(1-methyl-4-piperidinyl)phenyl]-1-oxo-isoindolin-2-yl]Acetic Acid